6-(Azetidin-1-yl)-4-fluoro-N-[2-methoxy-5-(1-methyl-1H-pyrazol-4-yl)benzene-1-sulfonyl]-1-benzofuran-2-carboxamide N1(CCC1)C1=CC2=C(C=C(O2)C(=O)NS(=O)(=O)C2=C(C=CC(=C2)C=2C=NN(C2)C)OC)C(=C1)F